5-[(2R,6S)-2-methyl-6-[[3-(5,6,7,8-tetrahydropyrido[4,3-d]pyrimidin-2-ylamino)pyrrolidin-1-yl]methyl]morpholin-4-yl]quinoline-8-carbonitrile C[C@@H]1CN(C[C@@H](O1)CN1CC(CC1)NC=1N=CC2=C(N1)CCNC2)C2=C1C=CC=NC1=C(C=C2)C#N